3b,16a-dihydroxyandrostenone sulfate C[C@]12CC[C@@H](CC1=CC[C@@H]3[C@@H]2CC[C@]4([C@H]3C[C@H](C4=O)O)C)OS(=O)(=O)O